5-bromo-2-(3-(4-(5-cyclopropylpyridin-3-yl)-1H-1,2,3-triazol-1-yl)azetidin-3-yl)pyridine BrC=1C=CC(=NC1)C1(CNC1)N1N=NC(=C1)C=1C=NC=C(C1)C1CC1